(R/S)-1-(azetidin-2-ylmethyl)-6-[3-(trifluoromethyl)phenyl]-3H-imidazo[4,5-b]pyridin-2-one N1[C@H](CC1)CN1C(NC2=NC=C(C=C21)C2=CC(=CC=C2)C(F)(F)F)=O |r|